BrC1=CC=2C3(C4=CC(=CC=C4C2C=C1)Br)C1=CC=CC=C1N(C=1C=CC=CC13)CCCCBr 2',7'-Dibromo-10-(4-bromobutyl)-10H-spiro[acridine-9,9'-fluorene]